ClC=1C=2C(N=C3N(C2C=CC1)C1=CC(=CC=C1C3(C)C)C3CCN(CC3)C(=O)C=3N=CC(=NC3)N3CCN(CC3)C3=CC(=C(C(=C3)F)C3C(NC(CC3)=O)=O)F)=O 3-(4-(4-(5-(4-(4-chloro-7,7-dimethyl-5-oxo-5,7-dihydroindolo[1,2-a]quinazolin-10-yl)piperidine-1-carbonyl)pyrazin-2-yl)piperazin-1-yl)-2,6-difluorophenyl)piperidine-2,6-dione